C(=C)OCCN(C)C 2-(vinyloxy)ethyldimethylamine